N[C@@H]1C2=CC=CC=C2CC12CCN(CC2)C=2C(NC(=CN2)SC2=C(C(=NC=C2)N)Cl)=O (S)-3-(1-amino-1,3-dihydrospiro[indene-2,4'-piperidine]-1'-yl)-6-((2-amino-3-chloropyridin-4-yl)thio)pyrazin-2(1H)-one